tert-Butyl-2-(2-(2-(3-(2-(2,6-dioxopiperidin-3-yl)-1,3-dioxoisoindolin-4-yl)propoxy)ethoxy)ethoxy)acetate C(C)(C)(C)OC(COCCOCCOCCCC1=C2C(N(C(C2=CC=C1)=O)C1C(NC(CC1)=O)=O)=O)=O